N-[(2S)-1-({(1S)-1-cyano-2-[(3S)-2-oxopyrrolidin-3-yl]ethyl}amino)-4-methyl-1-oxopentan-2-yl]-4-methoxy-1H-indole-2-carboxamide C(#N)[C@H](C[C@H]1C(NCC1)=O)NC([C@H](CC(C)C)NC(=O)C=1NC2=CC=CC(=C2C1)OC)=O